amino-5',8'-dihydro-6'H-spiro[chromane-4,7'-quinazolin]-4'-ol NC1=NC=2CC3(CCC2C(=N1)O)CCOC1=CC=CC=C13